[I-].C[NH+](C)C trimethylaminium iodide salt